3-(4-Hydroxybenzo[b]thiophene-5-yl)-6-{[(3R)-1-methylpiperidin-3-yl]amino}-4-(2-methoxyethyl)-4H,5H-1,2,4-triazine-5-one OC1=C(C=CC=2SC=CC21)C2=NN=C(C(N2CCOC)=O)N[C@H]2CN(CCC2)C